FC=1C=CC(=NC1)C1=NN(C(=C1)CO)CC(C(C)C)O 1-(3-(5-fluoropyridin-2-yl)-5-(hydroxymethyl)-1H-pyrazol-1-yl)-3-methylbutan-2-ol